tert-butyl (2S)-2-{[(1S)-1-cyano-2-(4-{1-methyl-3'-oxospiro[azetidine-3,1'-[2]benzofuran]-6'-yl}phenyl)ethyl]carbamoyl}-1,4-oxazocane-4-carboxylate C(#N)[C@H](CC1=CC=C(C=C1)C=1C=CC2=C(C3(OC2=O)CN(C3)C)C1)NC(=O)[C@H]1OCCCCN(C1)C(=O)OC(C)(C)C